NC1=CC=CC(=N1)S(=O)(=O)NC(=O)C=1C(=NC=CC1)N1C(CCCCC1)C1=C(C=CC=C1)C N-[(6-Amino-2-pyridyl)sulfonyl]-2-[2-(o-tolyl)azepan-1-yl]pyridin-3-carboxamid